4-bromo-2-spiro[2.5]oct-5-en-6-ylbenzoyl chloride BrC1=CC(=C(C(=O)Cl)C=C1)C1=CCC2(CC2)CC1